5-amino-1-isopropyl-1H-pyrazole NC1=CC=NN1C(C)C